2-nitro-7-oxo-7H-chromeno[3,2-c]quinoline 5-oxide [N+](=O)([O-])C=1C=C2C3=C(C=[N+](C2=CC1)[O-])C(C1=CC=CC=C1O3)=O